C(C)(=O)N(C1=CC=C(C=C1)C1=CC=C(C=N1)C(=O)NCC=1C=NC=CC1)CCC(F)F 6-[4-[Acetyl(3,3-difluoropropyl)amino]phenyl]-N-(3-pyridylmethyl)pyridine-3-carboxamide